4-(triphenylmethoxy)-benzaldehyde C1(=CC=CC=C1)C(OC1=CC=C(C=O)C=C1)(C1=CC=CC=C1)C1=CC=CC=C1